CN(C1(CN(CCN(C1)CC1=NC=CC=C1)CC1=NC=CC=C1)C)C 6-dimethylamino-1,4-bis(pyridin-2-ylmethyl)-6-methyl-1,4-diazacycloheptane